8-(6-(tert-butyl)-5-fluoropyridin-3-yl)-3-(hydroxymethyl)-6-oxo-3,4-dihydro-2H,6H-pyrimido[2,1-b][1,3]thiazine-7-carbonitrile C(C)(C)(C)C1=C(C=C(C=N1)C=1N=C2SCC(CN2C(C1C#N)=O)CO)F